4-((1-(4-(2-(2-Aminopyridin-3-yl)-5-(trifluoromethyl)-3H-imidazo[4,5-b]pyridin-3-yl)benzyl)piperidin-4-yl)amino)pyrimidine-2-carbonitrile NC1=NC=CC=C1C1=NC=2C(=NC(=CC2)C(F)(F)F)N1C1=CC=C(CN2CCC(CC2)NC2=NC(=NC=C2)C#N)C=C1